NC1=C(C=C(C=N1)NC(C(=O)N1[C@H](CC[C@@H](C1)C)C=1C=CC2=C(N=C(S2)CCN2CCCC2)C1)=O)C N-(6-amino-5-methylpyridin-3-yl)-2-((2R,5S)-5-methyl-2-(2-(2-(pyrrolidin-1-yl)ethyl)benzo[d]thiazol-5-yl)piperidin-1-yl)-2-oxoacetamide